6-METHOXY-2-OXOINDOLINE-3-CARBALDEHYDE COC1=CC=C2C(C(NC2=C1)=O)C=O